[Br-].[Br-].C(COCCC1=[N+](CCC2=CC=CC=C12)CCOC)OCCC1=[N+](CCC2=CC=CC=C12)CCOC [ethane-1,2-diylbis(oxyethane-2,1-diyl)]bis[2-(2-methoxyethyl)-3,4-dihydroisoquinolinium] dibromide